(2-amino-3-(3-((6-((2,5-difluorophenyl)amino)pyridin-3-yl)methyl)isoxazol-5-yl)pyridin-1-ium-1-yl)methyl hydrogen phosphate P(=O)(OC[N+]1=C(C(=CC=C1)C1=CC(=NO1)CC=1C=NC(=CC1)NC1=C(C=CC(=C1)F)F)N)(O)[O-]